C1(CC1)S(=O)(=O)N[C@@H]1[C@@H](N(CC1(F)F)C(=O)OC(C)(C)C)CC1=C(C(=CC=C1)O)F tert-Butyl (2S,3R)-3-[(cyclopropanesulfonyl)amino]-4,4-difluoro-2-[(2-fluoro-3-hydroxyphenyl)methyl]pyrrolidine-1-carboxylate